methyl 2-[[4-[3-[(5-chloro-2-pyridyl)methoxy]pyrazol-1-yl]-1-piperidyl] methyl]-3-[(3-ethylimidazol-4-yl)methyl]benzimidazole-5-carboxylate ClC=1C=CC(=NC1)COC1=NN(C=C1)C1CCN(CC1)CC=1N(C2=C(N1)C=CC(=C2)C(=O)OC)CC=2N(C=NC2)CC